3-amino-6-(4-(4-(4,4-difluorobutyl)piperazin-1-yl)phenyl)-5-fluoropyrazin NC=1C=NC(=C(N1)F)C1=CC=C(C=C1)N1CCN(CC1)CCCC(F)F